guanosine-diphosphonate [C@]1([C@](O)([C@H](O)[C@@H](CO)O1)P([O-])(=O)[O-])(N1C=NC=2C(=O)NC(N)=NC12)P([O-])(=O)[O-]